C(#N)C(CC1C(NCC1)=O)NC(=O)C1N(CC2C1CCC2(F)F)C(=O)C2(C1=CC=CC=C1C=1C=CC=CC21)O N-(1-cyano-2-(2-oxopyrrolidin-3-yl)ethyl)-4,4-difluoro-2-(9-hydroxy-9H-fluorene-9-carbonyl)octahydrocyclopenta[c]pyrrole-1-carboxamide